C1=CC(=CC(=C1)S(=O)(=O)[O-])NC2=NC(=NC(=N2)N)Cl The molecule is the arenesulfonate formed from 2-amino-6-chloro-4-(3-sulfoanilino)-1,3,5-triazine by loss of a proton from the 3-sulfoanilino moiety. It is an arenesulfonate oxoanion and a diamino-1,3,5-triazine. It is a conjugate base of a 2-amino-6-chloro-4-(3-sulfoanilino)-1,3,5-triazine.